indan-5-yl (2R)-2-[[(2S,5R)-2-carbamoyl-3-methyl-7-oxo-1,6-diazabicyclo[3.2.1]oct-3-en-6-yl]oxy]-2-fluoro-acetate C(N)(=O)[C@H]1N2C(N([C@H](C=C1C)C2)O[C@@H](C(=O)OC=2C=C1CCCC1=CC2)F)=O